5-bromo-3-chloro-N,N-dimethylpyridinamide BrC=1C=C(C(=NC1)C(=O)N(C)C)Cl